C(#C)C1(CC=CC=C1)O 1-Ethynylphenol